7-chloro-4-(1H-imidazol-1-yl)-2-(4-methoxyphenyl)quinoline ClC1=CC=C2C(=CC(=NC2=C1)C1=CC=C(C=C1)OC)N1C=NC=C1